P(=O)(O)(O)O.C(C)(C)C1=CC=CC=C1.C(C)(C)C1=CC=CC=C1.C(C)(C)C1=CC=CC=C1 tri(isopropylbenzene) phosphate